BrC1=CC=C(C=C1)C=1N=C(C(N1)(O)C1=CC=CC=C1)NC1=CC=CC=C1 2-(4-bromophenyl)-4-phenyl-5-(phenylamino)-4H-imidazol-4-ol